N-(cyclohexylmethyl)hexane-1,6-diamine C1(CCCCC1)CNCCCCCCN